ClC1=CC=C(C=C1)N1C(N(C(N(C1=O)C)=S)C)=O 3-(4-chlorophenyl)-1,5-dimethyl-6-thioxo-1,3,5-triazine-2,4(1H,3H)-dione